6,6,9-Trimethyl-3-octoxy-6a,7,10,10a-tetrahydrobenzo[c]chromen-1-ol CC1(OC=2C=C(C=C(C2C2C1CC=C(C2)C)O)OCCCCCCCC)C